tert-butyl N-[4-[1-(2,6-dioxopiperidin-3-yl)-3-methyl-2-oxo-1,3-benzodiazol-5-yl]but-3-yn-1-yl]carbamate O=C1NC(CCC1N1C(N(C2=C1C=CC(=C2)C#CCCNC(OC(C)(C)C)=O)C)=O)=O